BrC1=CC(=C(S1)N1C(=C(C=C1C)C=C(C1=NC2=C(C=NC(=C2)OC)N1)C#N)C)C#N 5-bromo-2-(3-(2-cyano-2-(6-methoxy-3H-imidazo[4,5-c]pyridin-2-yl)vinyl)-2,5-dimethyl-1H-pyrrol-1-yl)thiophene-3-carbonitrile